2-(aminopropyl)adenosine NCCCC=1N=C(C=2N=CN([C@H]3[C@H](O)[C@H](O)[C@@H](CO)O3)C2N1)N